C(=O)OC(C(=O)OCCCC)(C)C n-Butyl α-formyloxyisobutyrate